trisulfanyl chloride S(SS)Cl